2-[(2,3,4,9-tetrahydro-1H-carbazol-9-yl)methyl]benzoic acid C1CCCC=2C3=CC=CC=C3N(C12)CC1=C(C(=O)O)C=CC=C1